BrC1=C(C(=CC(=C1)F)F)I 1-bromo-3,5-difluoroiodobenzene